2-(3-((2-bromo-6-chloro-1-(1-ethyl-1H-pyrazol-4-yl)-7-fluoro-1H-indol-3-yl)thio)-2-fluorophenyl)acetic acid BrC=1N(C2=C(C(=CC=C2C1SC=1C(=C(C=CC1)CC(=O)O)F)Cl)F)C=1C=NN(C1)CC